(R)-9-(2-Methoxyphenyl)-8-oxo-2-(pyrrolidin-2-ylmethylamino)-8,9-dihydro-7H-purine COC1=C(C=CC=C1)N1C2=NC(=NC=C2NC1=O)NC[C@@H]1NCCC1